[Cl-].[Cl-].C[Si](=[Ti+2](C1C(=CC2=C(C=CC=C12)C(C)C)C)C1C(=CC2=C(C=CC=C12)C(C)C)C)C dimethylsilylenebis(2-methyl-4-isopropylindenyl)titanium dichloride